Methyl 3-({(5E)-3-[(4-methylbenzene-1-sulfonyl)oxy]tetradec-5-en-1-yl} sulfanyl)propanoate CC1=CC=C(C=C1)S(=O)(=O)OC(CCSCCC(=O)OC)C\C=C\CCCCCCCC